ONC(CCCCCCNC(C1=CC=C(C=C1)CC1=CN(C2=CC=C(C=C12)[N+](=O)[O-])C(C1=CC=C(C=C1)C)=O)=O)=O N-(7-(hydroxyamino)-7-oxoheptyl)-4-((1-(4-methylbenzoyl)-5-nitro-1H-indol-3-yl)methyl)benzamide